FCCCCCCCCCCCCCC fluorohexyl-n-octane